N1=C(N=CC=C1)N1N=C(C(=C1NC(OC)=O)C1=CC(CC(C1)(C)C)(C)C)C(F)(F)F methyl N-[2-pyrimidin-2-yl-4-(3,3,5,5-tetramethylcyclohexen-1-yl)-5-(trifluoromethyl)pyrazol-3-yl]carbamate